6-bromo-2-cyclopropyl-1-[2-(trifluoromethoxy)ethyl]benzimidazole BrC=1C=CC2=C(N(C(=N2)C2CC2)CCOC(F)(F)F)C1